tert-butyl (6S,7S)-6-((2,5-difluoro-[1,1'-biphenyl]-3-yl)methyl)-7-(methylsulfonamido)-5-azaspiro[2.4]heptane-5-carboxylate FC1=C(C=C(C=C1C[C@@H]1N(CC2(CC2)[C@@H]1NS(=O)(=O)C)C(=O)OC(C)(C)C)F)C1=CC=CC=C1